FC=1C(=NC(=NC1)NC1=CC=C(C=C1)N1CCNCC1)NC1=CN=NC2=C(C=CC=C12)C 5-fluoro-N4-(8-methyl-cinnolin-4-yl)-N2-(4-(piperazin-1-yl)phenyl)pyrimidine-2,4-diamine